O1C=CC=C1S(=O)(=O)O 5-Furansulfonic acid